Cl.OCC(N)(CO)CO Tris-hydroxymethyl-aminomethane hydrochloride